Dimethyl methyl-L-glutamate CN[C@@H](CCC(=O)OC)C(=O)OC